O[C@@H]1[C@H](CO[C@@H]([C@@H]1O)CO)NC=1SC=C(N1)COCCOCCOCCNC(OC(C)(C)C)=O tert-butyl (2-(2-(2-((2-(((3S,4R,5R,6R)-4,5-dihydroxy-6-(hydroxymethyl)tetrahydro-2H-pyran-3-yl)amino)thiazol-4-yl)methoxy)ethoxy)ethoxy)ethyl)carbamate